tert-butyl (4-(2-(((1r,4r)-4-((4-(5-(cyclopropylmethyl)-1-methyl-1H-pyrazol-4-yl)-5-fluoropyrimidin-2-yl)amino)cyclohexyl)amino)acetamido)butyl)carbamate C1(CC1)CC1=C(C=NN1C)C1=NC(=NC=C1F)NC1CCC(CC1)NCC(=O)NCCCCNC(OC(C)(C)C)=O